n-octyl-t-butyl ether C(CCCCCCC)OC(C)(C)C